N-[(3-fluoro-5-methoxy-phenyl)methyl]2,2-dimethoxy-ethylamine FC=1C=C(C=C(C1)OC)CNCC(OC)OC